BrC1=CC(=C(C=C1)[C@H]1N(CC[C@@H](C1)OCC)C(=O)OCC1=CC=CC=C1)OCOCC[Si](C)(C)C benzyl (2S,4S)-2-(4-bromo-2-((2-(trimethylsilyl)ethoxy)methoxy)phenyl)-4-ethoxypiperidine-1-carboxylate